5-[4-amino-5-(trifluoromethyl)pyrrolo[2,1-f][1,2,4]triazin-7-yl]-N-[(3R,4S)-4-fluoro-1-(4-fluorobenzenesulfonyl)pyrrolidin-3-yl]-2-methoxypyridine NC1=NC=NN2C1=C(C=C2C=2C=CC(N(C2)[C@@H]2CN(C[C@@H]2F)S(=O)(=O)C2=CC=C(C=C2)F)OC)C(F)(F)F